ClC=1C=C(C=C(C1OC=1C2=C(C(NN1)=O)C(CC2)C([2H])([2H])[2H])Cl)NC(C2=CC=CC=C2)=O N-(3,5-dichloro-4-((7-(methyl-d3)-1-oxo-2,5,6,7-tetrahydro-1H-cyclopenta[d]pyridazin-4-yl)oxy)phenyl)benzamide